(3-((4-(4-methoxyphenyl)-6-(trifluoromethyl)pyrimidin-2-yl)thio)propanoyl)glycine COC1=CC=C(C=C1)C1=NC(=NC(=C1)C(F)(F)F)SCCC(=O)NCC(=O)O